Tert-butyl ((1R,3S)-3-((4-(5,5-dimethyl-5,6-dihydro-4H-pyrrolo[1,2-b]pyrazol-3-yl)pyridin-2-yl)carbamoyl)cyclohexyl)carbamate CC1(CC=2N(N=CC2C2=CC(=NC=C2)NC(=O)[C@@H]2C[C@@H](CCC2)NC(OC(C)(C)C)=O)C1)C